C(C)C1=CC=C(C=C1)C1=CC=C(C=C1)Br 4-ethyl-4'-bromobiphenyl